OC[C@@H]1CN(CCN1C1=NC=C(C=N1)C(F)(F)F)C(=O)OCCC1=CNC(C(=C1)C(F)(F)F)=O 2-(6-Oxo-5-(trifluoromethyl)-1,6-dihydropyridin-3-yl)ethyl (S)-3-(hydroxymethyl)-4-(5-(trifluoromethyl)pyrimidin-2-yl)piperazine-1-carboxylate